iodomethyl (E)-octadec-9-enoate C(CCCCCCC\C=C\CCCCCCCC)(=O)OCI